N-((4-(5-methyl-3-phenyl-4-isoxazolyl)phenyl)sulfonyl)propionamide sodium salt [Na].CC1=C(C(=NO1)C1=CC=CC=C1)C1=CC=C(C=C1)S(=O)(=O)NC(CC)=O